2-(2-chloro-3-fluorophenyl)-N-[2-(4-fluorophenylamino)pyridin-4-yl]acetamide ClC1=C(C=CC=C1F)CC(=O)NC1=CC(=NC=C1)NC1=CC=C(C=C1)F